5-bromobenzo[cd]indol-2(1H)-one BrC=1C=CC=2C(NC3=CC=CC1C23)=O